8,10-dibromo-3-methyl-3-oxo-3λ6-thia-2,4-diazabicyclo[4.4.0]deca-1(6),2,7,9-tetraen-5-one BrC1=CC=2C(NS(=NC2C(=C1)Br)(=O)C)=O